C1(CC1)NC(=O)C=1C=C(C=CC1)C1=CC=C(C=C1)S(=O)(=O)[C@@H]1CC[C@H](CC1)NC1=CC=C(C=C1)S(F)(F)(F)(F)F N-cyclopropyl-4'-{[trans-4-{[4-(pentafluoro-λ6-sulfanyl)phenyl]amino}cyclohexyl]sulfonyl}-[1,1'-biphenyl]-3-carboxamide